ClC(SNC(C=1C(C(=O)N)=CC=CC1)=O)(Cl)Cl N-(Trichloromethylthio)phthalamide